2-amino-5,6,7,8-tetrahydro-pteridin-4-ol NC1=NC=2NCCNC2C(=N1)O